(3S)-N-[3-[2-(hydroxymethyl)-6-(morpholin-4-yl)pyridin-4-yl]-4-methylphenyl]-3-(2,2,2-trifluoroethyl)pyrrolidine-1-carboxamide OCC1=NC(=CC(=C1)C=1C=C(C=CC1C)NC(=O)N1C[C@@H](CC1)CC(F)(F)F)N1CCOCC1